O=C1N(C(C2=CC=CC=C12)=O)C1(CCCCC1)C(=O)[O-] 1,3-dioxoisoindolin-2-ylcyclohexanecarboxylate